CC(C)NC(=O)C=1C=CC2=C(C1)[C@@]1([C@@H](C1)C(=O)OCC)CCO2 ethyl (1'R,2'R)-6-[(propan-2-yl)carbamoyl]-2,3-dihydrospiro[[1]benzopyran-4,1'-cyclopropane]-2'-carboxylate